(R)-5-(Trifluoromethyl)-2,3-Dihydro-1H-inden-1-Amine Hydrochloride Cl.FC(C=1C=C2CC[C@H](C2=CC1)N)(F)F